(+/-)-4-[1-(2,3-dimethylphenyl)ethyl]-1H-imidazole CC1=C(C=CC=C1C)[C@@H](C)C=1N=CNC1 |r|